CC1=C(OC=2N=NC(=CC2C(=O)NC2=CC(=CC=C2)S(=O)(=O)C)C(F)(F)F)C=CC(=C1)C(=C)C 3-(2-Methyl-4-(prop-1-en-2-yl)phenoxy)-N-(3-(methylsulfonyl)phenyl)-6-(trifluoromethyl)pyridazine-4-carboxamide